tert-butyl 2,4-dioxo-3-[p-(4,4,5,5-tetramethyl-1,3,2-dioxaborolan-2-yl)phenyl]-1,3,7-triaza-7-spiro[4.4]nonanecarboxylate O=C1NC2(C(N1C1=CC=C(C=C1)B1OC(C(O1)(C)C)(C)C)=O)CN(CC2)C(=O)OC(C)(C)C